C(#N)C=1C=C(C=CC1F)NC(N(C)[C@@H]1C=2C3=C(C(NC2CN(C1)CCO)=O)C=C(C(=C3)F)F)=O (R)-3-(3-Cyano-4-fluorophenyl)-1-(8,9-difluoro-3-(2-hydroxyethyl)-6-oxo-1,2,3,4,5,6-hexahydrobenzo[c][1,7]naphthyridine-1-yl)-1-methylurea